C(C)OC(=O)C1=C(OC2=C1C=C(C=C2)OCC=2C(=NC=CC2)N)C.C2OCC21CN(C1)[C@@H](C)C1=CC=C(C=C1)C=1C=NC(=C(C(=O)NC2CCC(CC2)O)C1)N 5-(4-((S)-1-(2-oxa-6-azaspiro[3.3]hept-6-yl)ethyl)phenyl)-2-amino-N-((1r,4R)-4-hydroxycyclohexyl)nicotinamide ethyl-5-((2-aminopyridin-3-yl)methoxy)-2-methylbenzofuran-3-carboxylate